O1N=CCC1 4H-1,2-OXAZOLE